FC1=C(C=CC(=C1C=O)C)SCC1=C(C=CC=C1)NC(OC(C)(C)C)=O tert-Butyl (2-(((2-fluoro-3-formyl-4-methylphenyl)thio)methyl)phenyl)carbamate